N-((4R,5S,7R,8R,9S,10R)-8,10-dihydroxy-7-(hydroxymethyl)-9-(4-(3,4,5-trifluorophenyl)-1H-1,2,3-triazol-1-yl)-1,6-dioxaspiro[4.5]decan-4-yl)benzofuran-4-carboxamide O[C@H]1[C@H](O[C@@]2([C@@H](CCO2)NC(=O)C=2C=CC=C3C2C=CO3)[C@@H]([C@H]1N1N=NC(=C1)C1=CC(=C(C(=C1)F)F)F)O)CO